O1C(=NCC1)CCCCCCCCC=1OCCN1 2,2'-octamethylene-bis-(2-oxazoline)